FC(C=1C=C(C=CC1Cl)NC(N)=O)(F)F 3-(3-trifluoromethyl-4-chlorophenyl)urea